diethylnaphthyl-tetradecyl-ammonium chloride [Cl-].C(C)[N+](CCCCCCCCCCCCCC)(C1=CC=CC2=CC=CC=C12)CC